CC1CC(CCC1N)CCC (3-Methyl-4-aminocyclohexyl)propane